tert-Butyl ((5-(3-(dimethylamino)propoxy)-6-methoxybenzo[d]thiazol-2-yl)methyl)-carbamate CN(CCCOC=1C(=CC2=C(N=C(S2)CNC(OC(C)(C)C)=O)C1)OC)C